ClC1=C(C=C2C(=NNC2=C1)C1=CC(=NC=C1)C)C1C[C@@H]2[C@@H](CN(C2)C2CSC3=CC=CC=C3C2)C1 6-chloro-3-(2-methylpyridin-4-yl)-5-((3aR,5s,6aS)-2-(thiochroman-3-yl)octahydrocyclopenta[c]pyrrol-5-yl)-1H-indazole